CC1=NNC=C1C=1N=C(C2=C(N1)C=NC=C2)NC(C(F)(F)F)(C)C 2-(3-methyl-1H-pyrazol-4-yl)-N-(1,1,1-trifluoro-2-methylpropan-2-yl)pyrido[3,4-d]Pyrimidin-4-amine